CNCC1=CC=C(C=C1)OC1=C2C(=NC=C1)NC=C2C N-methyl-1-(4-((3-methyl-1H-pyrrolo[2,3-b]pyridin-4-yl)oxy)phenyl)methanamine